C(C)(=O)N1CC[C@@H]2N(C([C@H](C1)NC(/C=C/C1=CC=C(C=C1)C(F)(F)P(O)(O)=O)=O)=O)[C@@H](CC2)C(NC2=CC=C(C=C2)I)=O ((4-((E)-3-(((5S,8S,10aR)-3-acetyl-8-((4-iodophenyl)carbamoyl)-6-oxodecahydropyrrolo[1,2-a][1,5]diazocin-5-yl)amino)-3-oxoprop-1-en-1-yl)phenyl)difluoromethyl)phosphonic acid